FC1(CN(CC1)C=1C=C2C(=CC=NC2=CC1)C(=O)OC)F methyl 6-(3,3-difluoropyrrolidin-1-yl)quinoline-4-carboxylate